2-{[(4aS,7aR)-1-(oxepan-4-yl)-octahydro-1H-cyclopenta[b]pyridin-4a-yl]methoxy}-7-(8-ethynyl-7-fluoro-3-hydroxynaphthalen-1-yl)-8-fluoropyrido[4,3-d]pyrimidin O1CCC(CCC1)N1[C@H]2[C@@](CCC1)(CCC2)COC=2N=CC1=C(N2)C(=C(N=C1)C1=CC(=CC2=CC=C(C(=C12)C#C)F)O)F